O1C(=CC=C1)C1=NC(=NC=2N1N=CC2)SC 4-(Furan-2-yl)-2-(methylthio)pyrazolo[1,5-a][1,3,5]triazine